N-(4-(5-(2-(3,3-difluoropiperidin-1-yl)-6-methylpyrimidin-4-yl)-1,3,4-thiadiazol-2-yl)-3-(6-azaspiro[2.5]octane-6-yl)phenyl)-2-hydroxyethane-1-sulfonamide FC1(CN(CCC1)C1=NC(=CC(=N1)C1=NN=C(S1)C1=C(C=C(C=C1)NS(=O)(=O)CCO)N1CCC2(CC2)CC1)C)F